CN1[C@@H]2CC[C@H]1CC(C2)OC3C4=CC=CC=C4CCC5=CC=CC=C35 The molecule is an azabicycloalkane that is the 10,11-dihydro-5H-dibenzo[a,d]cyclohepten-5-yl ether of tropine. It has a role as a parasympatholytic, a H1-receptor antagonist and a muscarinic antagonist. It is an azabicycloalkane and an ether. It derives from a tropine.